BrC1=C(C=CC(=C1)Cl)N1N=NC(=C1)C(=O)O 1-(2-Bromo-4-chlorophenyl)-1H-1,2,3-triazole-4-carboxylic acid